(rac)-1-(1,3-oxazol-4-yl)ethan-1-ol O1C=NC(=C1)[C@@H](C)O |r|